C(C)NC=1C=C(C=C2C(C(NC12)=O)(C)N1C[C@H](C[C@@H](C1)C)NC=1C=CC(=NC1)C#N)F 5-[[(3s,5s)-1-[7-(ethylamino)-5-fluoro-3-methyl-2-oxo-indolin-3-yl]-5-methyl-3-piperidyl]amino]pyridine-2-carbonitrile